methyl (1r,4r)-4-((5-(2-(2-aminopyridin-3-yl)-5-phenyl-3H-imidazo[4,5-b]pyridin-3-yl)-6-methylpyridin-2-yl)carbamoyl)cyclohexane-1-carboxylate NC1=NC=CC=C1C1=NC=2C(=NC(=CC2)C2=CC=CC=C2)N1C=1C=CC(=NC1C)NC(=O)C1CCC(CC1)C(=O)OC